F[Sb-](F)(F)(F)(F)F.[Ag+].CC=1N(C(=CN1)[N+](=O)[O-])CCSC=1OC(=NN1)C1=NC=CC=C1 2-((2-(2-methyl-5-nitro-1H-imidazole-1-yl)ethyl)thio)-5-(pyridine-2-yl)-1,3,4-oxadiazole silver hexafluoroantimonate